C(C)(C)(C)OC(NC1=C(C(=CC=C1)Cl)CNC(=O)OC(C)(C)C)=O (2-(((tert-Butoxycarbonyl)amino)methyl)-3-chlorophenyl)carbamic acid tert-butyl ester